(6-(4-chlorophenyl)thiazolo[4,5-b]pyrazin-2-yl)-6-cyano-4-(2-ethynylphenyl)pyridine-3-carboxamide ClC1=CC=C(C=C1)C=1N=C2C(=NC1)N=C(S2)C2=NC(=CC(=C2C(=O)N)C2=C(C=CC=C2)C#C)C#N